C12N(CC(NC1)CC2)C2=C1CN(C(C1=C(C=C2F)F)=O)C2C(NC(CC2)=O)=O 3-(4-(2,5-diazabicyclo[2.2.2]octan-2-yl)-5,7-difluoro-1-oxoisoindolin-2-yl)piperidine-2,6-dione